5-Chloro-2-((6-(piperidin-4-oxy)-pyridin-2-yl)methoxy)-pyridine ClC=1C=CC(=NC1)OCC1=NC(=CC=C1)OC1CCNCC1